F[C@H]1CN(CC[C@H]1NC1=C2C=C(N(C2=CC=C1)CC(F)(F)F)C1=NOC(=N1)CNC(=O)C=1N=CN(C1)CCOC)C N-{[3-(4-{[(3S,4R)-3-fluoro-1-methylpiperidin-4-yl]amino}-1-(2,2,2-trifluoroethyl)-1H-indol-2-yl)-1,2,4-oxadiazol-5-yl]methyl}-1-(2-methoxyethyl)-1H-imidazole-4-carboxamide